1-(1-ethoxyethoxy)-4-vinylbenzene C(C)OC(C)OC1=CC=C(C=C1)C=C